C(C)(C)(C)OC(N[C@@H](C(N1CCN(CC1)C1=CC(=CC=C1)OC(F)(F)F)=O)C)=O (R,S)-tert-butyl(1-oxo-1-(4-(3-(trifluoromethoxy)phenyl)piperazin-1-yl)propan-2-yl)carbamate